(E)-1-(2-(3-cyclopropylmethoxy-4-methoxyphenyl)-2-phenylethenyl)-2,6-dimethylpyridin-4(1H)-one C1(CC1)COC=1C=C(C=CC1OC)/C(=C/N1C(=CC(C=C1C)=O)C)/C1=CC=CC=C1